C(C)(=O)O/N=C(\C1=CC(=CC=C1)CC(NS(=O)(=O)C1=CC(=CC=C1)C(NCCOC)=O)C=1SC2=C(N1)C=CC=C2)/N [(E)-[amino-[3-[2-(1,3-benzothiazol-2-yl)-2-[[3-(2-methoxyethylcarbamoyl)phenyl]sulfonylamino]ethyl]phenyl]methylene]amino] acetate